5-chloro-6-[3,3-difluoro-1-oxa-9-azaspiro[5.5]undecan-9-yl]pyridin-3-amine ClC=1C=C(C=NC1N1CCC2(CCC(CO2)(F)F)CC1)N